CC1=CC=C(C2=C1OCC21CC1)OC1=CC=C(C=N1)N1C(NC2=NC=CC=C21)=O [6-(7-methyl-spiro[2H-benzofuran-3,1'-cyclopropane]-4-yl)oxy-3-pyridinyl]-1H-imidazo[4,5-b]Pyridin-2-one